FC=1C=C(C(C(=O)N)=C(C1)[2H])[2H] 4-fluorobenzamide-2,6-d2